C1=CC=CC=2C3=CC=CC=C3C(C12)COC(=O)N[C@H](C(=O)O)CC1=CNC2=C(C=CC=C12)Cl (S)-2-((((9H-fluoren-9-yl)methoxy)carbonyl)amino)-3-(7-chloro-1H-indol-3-yl)propanoic acid